C1(=CC=CC=C1)C=1N=C(SC1)NC(CCCl)=O N-(4-phenylthiazole-2-yl)-3-chloropropionamide